ClC1=C(C=O)C(=CC=N1)OC 2-chloro-4-methoxynicotinaldehyde